4-(3-oxo-5,6-dihydro-3H-[1,2,4]triazolo[3,4-c][1,4]oxazin-2(8H)-yl)-2-{[(2S)-1,1,1-trifluoropropan-2-yl]oxy}benzamide O=C1N(N=C2COCCN21)C2=CC(=C(C(=O)N)C=C2)O[C@H](C(F)(F)F)C